2-(6-((2,6-di-methylpiperidin-4-yl)oxy)pyridazin-3-yl)-5-(1H-pyrazol-1-yl)phenol CC1NC(CC(C1)OC1=CC=C(N=N1)C1=C(C=C(C=C1)N1N=CC=C1)O)C